C(C)OC1=C(C=CC=C1)C1=C(C=C(C=N1)C1(CCNCC1)C(=O)N[C@H]1CN(CC1)C(=O)OC(C)(C)C)F tert-butyl (R)-3-(4-(6-(2-ethoxyphenyl)-5-fluoropyridin-3-yl)piperidine-4-carboxamido)pyrrolidine-1-carboxylate